tert-butyl 4-(7-fluoroimidazo[1,2-a]pyridin-3-yl)-7-((5-((S)-2-((S)-1-hydroxyethyl)morpholino)pyridin-2-yl)amino)-1-oxoisoindoline-2-carboxylate FC1=CC=2N(C=C1)C(=CN2)C2=C1CN(C(C1=C(C=C2)NC2=NC=C(C=C2)N2C[C@H](OCC2)[C@H](C)O)=O)C(=O)OC(C)(C)C